N-((1,2,3,5,6,7-hexahydro-s-indacen-4-yl)carbamoyl)-5-(3-hydroxypropyl)-4,5,6,7-tetrahydrofuro[3,2-c]pyridine-2-sulfonamide C1CCC2=C(C=3CCCC3C=C12)NC(=O)NS(=O)(=O)C1=CC=2CN(CCC2O1)CCCO